2-amino-6-(2,2,2-trifluoroethoxy)pyridine-3-carboxylic acid methyl ester COC(=O)C=1C(=NC(=CC1)OCC(F)(F)F)N